[C@H]12CN(C[C@H](CC1)N2)C2=NC(=NC1=CC(=CC=C21)C2=CC(=CC1=CC=CC=C21)O)NC[C@H]2N(CCC2)C 4-(4-((1R,5S)-3,8-diazabicyclo[3.2.1]octan-3-yl)-2-((((S)-1-methylpyrrolidin-2-yl)methyl)amino)quinazolin-7-yl)naphthalen-2-ol